(S)-N-(1-amino-3-hydroxy-2-methyl-1-oxopropan-2-yl)-5-(3,4-dihydroquinolin-1(2H)-yl)-2-methylbenzofuran-3-carboxamide NC([C@@](CO)(C)NC(=O)C1=C(OC2=C1C=C(C=C2)N2CCCC1=CC=CC=C21)C)=O